4-(3-(((2R,3R,4R,5R,6R)-3,5-dihydroxy-6-(hydroxymethyl)-4-(4-(3,4,5-trifluorophenyl)-1H-1,2,3-triazol-1-yl)tetrahydro-2H-pyran-2-yl)methyl)isoxazol-5-yl)cyclohexan-1-one O[C@H]1[C@H](O[C@@H]([C@@H]([C@@H]1N1N=NC(=C1)C1=CC(=C(C(=C1)F)F)F)O)CO)CC1=NOC(=C1)C1CCC(CC1)=O